(4-(3-phenylpropyl)piperidin-4-yl)methanol hydrochloride Cl.C1(=CC=CC=C1)CCCC1(CCNCC1)CO